COC(CCOCCOCCI)=O.C1=CC=CC2=NC3=CC=CC=C3C(=C12)CCCC=1C2=CC=CC=C2N=C2C=CC=CC12 1,3-bis-(9-acridinyl)propane methyl-3-(2-(2-iodoethoxy)ethoxy)propanoate